1-ethyl-3-vinyl-imidazole lysine salt N[C@@H](CCCCN)C(=O)O.C(C)N1CN(C=C1)C=C